CN(C(C=C)=O)C[C@H](C)OC=1C=NC=CC1C1=C(C2=NC=CC=C2N1)C1=CC=CC=C1 N-methyl-N-[(2S)-2-{[4-(3-phenyl-1H-pyrrolo[3,2-b]pyridin-2-yl)pyridin-3-yl]oxy}propyl]prop-2-enamide